4-[1-[[(4,5-dichloro-1-methyl-1H-indol-2-yl)carbonyl]amino]ethyl]-3-fluorobenzoic acid ClC1=C2C=C(N(C2=CC=C1Cl)C)C(=O)NC(C)C1=C(C=C(C(=O)O)C=C1)F